ClC1(CC1)C(CN1C=NC=C1C#N)(CC1=C(C(=CC=C1)Cl)F)O 1-[2-(1-chlorocyclopropyl)-3-(3-chloro-2-fluorophenyl)-2-hydroxypropyl]-1H-imidazole-5-carbonitrile